1-(4-(5-methyl-3-(3-(((2-(trifluoromethyl)pyridin-3-yl)oxy)methyl)piperidin-1-yl)-5H-pyrrolo[2,3-b]pyrazin-6-yl)piperidin-1-yl)ethan-1-one CN1C(=CC=2C1=NC(=CN2)N2CC(CCC2)COC=2C(=NC=CC2)C(F)(F)F)C2CCN(CC2)C(C)=O